N1=CN=CC(=C1)C1=NC=C(C#N)C=C1 6-(pyrimidin-5-yl)nicotinonitrile